Diformylfuran C1=COC(=C1C=O)C=O